1-[2-(1-amino-cyclopropyl)-acetyl]-5-methyl-piperidin-3-yl-quinoline-8-carbonitrile NC1(CC1)CC(=O)N1CC(CC(C1)C)C1=NC2=C(C=CC=C2C=C1)C#N